ethyl 3-(4-(ethoxycarbonyl)-2-nitrophenyl)-1H-pyrrole-2-carboxylate C(C)OC(=O)C1=CC(=C(C=C1)C1=C(NC=C1)C(=O)OCC)[N+](=O)[O-]